CC1=CC=C(C=C1)S(=O)(=O)O.C(C)C1=C(C(=NN1)C(=O)NC1=CC=C(C=C1)[C@H]1CNCCO1)C 5-ethyl-4-methyl-N-[4-[(2S)-morpholin-2-yl]phenyl]-1H-pyrazole-3-carboxamide mono-p-toluenesulfonate